asparaginic acid methyl ester COC([C@@H](N)CC(N)=O)=O